COC1=C(C=NC=C1)N1N=C2C(=CC1=O)NN=C2C2=CC=C(C=C2)C=2CCN(CC2)C 5-(4-Methoxypyrid-3-yl)-3-(4-(1-methyl-1,2,3,6-tetrahydropyridin-4-yl)phenyl)-1H-pyrazolo[4,3-c]pyridazin-6(5H)-on